2-chloro-4-methyl-1,3,2-dioxaphosphorinane ClP1OCCC(O1)C